6-chloro-3-((1-(9-fluoro-5-morpholino-2-(trifluoromethyl)imidazo[1,2-c]quinazolin-7-yl)ethyl)amino)picolinic acid ClC1=CC=C(C(=N1)C(=O)O)NC(C)C1=CC(=CC=2C=3N(C(=NC12)N1CCOCC1)C=C(N3)C(F)(F)F)F